N-[4-fluoro-5-[1-[5-(hydroxymethyl)pyrimidin-2-yl]-3,6-dihydro-2H-pyridin-5-yl]-2-[(3R,5S)-3,4,5-trimethylpiperazin-1-yl]phenyl]-6-oxo-4-(trifluoromethyl)-1H-pyridine-3-carboxamide FC1=CC(=C(C=C1C1=CCCN(C1)C1=NC=C(C=N1)CO)NC(=O)C1=CNC(C=C1C(F)(F)F)=O)N1C[C@H](N([C@H](C1)C)C)C